3-(2-((20-(tert-Butoxy)-20-oxoicosanoyl)oxy)-2,2-diphenylacetoxy)spiro[bicyclo[3.2.1]octane-8,1'-pyrrolidin]-8-ium trifluoroacetate tert-Butyl-20-chloro-20-oxoicosanoate C(C)(C)(C)OC(CCCCCCCCCCCCCCCCCCC(=O)Cl)=O.FC(C(=O)[O-])(F)F.C(C)(C)(C)OC(CCCCCCCCCCCCCCCCCCC(=O)OC(C(=O)OC1CC2CCC(C1)[N+]21CCCC1)(C1=CC=CC=C1)C1=CC=CC=C1)=O